2,6-dichloro-4-methyl-3-cyanopyridine ClC1=NC(=CC(=C1C#N)C)Cl